FC=1C(=NC=C(C1)B1OC(C(O1)(C)C)(C)C)C1(CCC2(OCCO2)CC1)O 8-[3-fluoro-5-(4,4,5,5-tetramethyl-1,3,2-dioxaborolan-2-yl)pyridin-2-yl]-1,4-dioxaspiro[4.5]decan-8-ol